NC1=C(C2=C(C(N(CC2)C(=O)OC(C)(C)C)C)S1)C(=O)OCC 6-(tert-butyl) 3-ethyl 2-amino-7-methyl-4,7-dihydrothieno[2,3-c]pyridine-3,6(5H)-dicarboxylate